6-(4-fluorobenzyl)-2-methyl-5-oxo-N-(pyridin-2-ylmethyl)-5,6-dihydro-1,6-naphthyridine-3-carboxamide FC1=CC=C(CN2C(C=3C=C(C(=NC3C=C2)C)C(=O)NCC2=NC=CC=C2)=O)C=C1